FC=1C=C(CC2=CC(=NC=C2)N2N=C(C(=C2C)C(=O)OC)C)C=C(C1)C(F)(F)F methyl 1-(4-(3-fluoro-5-(trifluoromethyl)benzyl)pyridin-2-yl)-3,5-dimethyl-1H-pyrazole-4-carboxylate